C(C1=CC=CC=C1)N1[C@H](C[C@H](C1)O[Si](C)(C)C(C)(C)C)CN [(2R,4R)-1-benzyl-4-[tert-butyl(dimethyl)silyl]oxy-pyrrolidin-2-yl]methanamine